S([C@H]1[C@H](O)[C@@H](O)[C@@H](O)[C@H](O1)CO)C(C)C Isopropyl 1-thio-β-D-galactopyranoside